(R)-1-(5-((4,4-difluoro-3-methylpiperidin-1-yl)methyl)-2-hydroxyl-3-methylphenyl)-3-(pyrrolidin-1-yl)prop-2-en-1-one FC1([C@@H](CN(CC1)CC=1C=C(C(=C(C1)C(C=CN1CCCC1)=O)O)C)C)F